4-(5-(azetidin-3-yloxy)-3-fluoropyridin-2-yl)-N-(3-chloro-5-(methylsulfonylamino)phenyl)-5-methylthiophene-2-carboxamide N1CC(C1)OC=1C=C(C(=NC1)C=1C=C(SC1C)C(=O)NC1=CC(=CC(=C1)NS(=O)(=O)C)Cl)F